NC1=C(C=CC(=C1)C=1C(=NOC1C)C)NC1CC(NCC1)=O 4-((2-amino-4-(3,5-dimethylisoxazol-4-yl)phenyl)amino)piperidin-2-one